C(C)(=O)C=1C(N(C2=CC(=NC=C2C1C)NC=1N=CC=NC1)C1CCCC1)=O 5-[(3-acetyl-1-cyclopentyl-4-methyl-2-oxo-1,6-naphthyridin-7-yl)amino]pyrazine